CN1C(=NC2=C(C=C(C=C2C1=O)C)[C@@H](C)N[S@](=O)C(C)(C)C)N1CCC(CC1)C (R)-N-((R)-1-(3,6-dimethyl-2-(4-methylpiperidin-1-yl)-4-oxo-3,4-dihydroquinazolin-8-yl)ethyl)-2-methylpropane-2-sulfinamide